C(C)(C)(C)OC(=O)N[C@@H]1[C@@H](NCCC1)COC1CCC(CC1)C1=C(N=NC=C1)OCC(=O)OCC ethyl 2-((4-((1S,4s)-4-(((2R,3S)-3-((tert-butoxycarbonyl)amino) piperidin-2-yl)methoxy)cyclohexyl)pyridazin-3-yl)oxy)acetate